dieth-ylphosphinic acid C(C)P(O)(=O)CC